[NH4+].BrCCCCCCN1CCOCC1 bromohexyl-morpholine ammonium salt